(3-fluoropropyl)zinc (II) bromide [Br-].FCCC[Zn+]